COC=1C=C(C=O)C=CC1OCCCN1CCC(CC1)C 3-methoxy-4-[3-(4-methylpiperidin-1-yl)propoxy]benzaldehyde